CN(CCO)C N,N-Dimethylethanolamin